FC(OC1=CC=C(C=C1)C1=C2C(=CN(C1=O)C1=CC3=CN(N=C3C=C1)C)SC(=N2)NC(C2=CC=CC=C2)=O)F N-(7-(4-(difluoromethoxy)phenyl)-5-(2-methyl-2H-indazol-5-yl)-6-oxo-5,6-dihydrothiazolo[5,4-c]pyridin-2-yl)benzamide